FC(C(C)(C)O)(F)C=1C(=C(C=CC1)[C@@H](C)NC1=NC(=NC2=CC3=C(C=C12)N(C(C3(CCOC)OC)=O)C)C)F 4-(((R)-1-(3-(1,1-difluoro-2-hydroxy-2-methylpropyl)-2-fluorophenyl)ethyl)amino)-8-methoxy-8-(2-methoxyethyl)-2,6-dimethyl-6,8-dihydro-7H-pyrrolo[2,3-g]quinazolin-7-one